OC1=C(C=C(C=C1)/C=C/C(=O)C1=CC=C(C=C1)Br)[N+](=O)[O-] (E)-3-(4-Hydroxy-3-nitrophenyl)-1-(4-bromophenyl)-2-propene-1-one